CC1(COB(OC1)C=1C=C2C3(C(NC2=CC1C)=O)CCC3)C 5'-(5,5-dimethyl-1,3,2-dioxaborinan-2-yl)-6'-methyl-1'H-spiro[cyclobutane-1,3'-indol]-2'-one